N[C@]1(C=2C=CN=CC2CCC1)CC(=O)OC (S)-Methyl 2-(5-amino-5,6,7,8-tetrahydroisoquinolin-5-yl)acetate